1-[(2-ethylhexyl)aminomethyl]-benzotriazole C(C)C(CNCN1N=NC2=C1C=CC=C2)CCCC